2-([1,1'-biphenyl]-4-yl)-4-chloro-6-(dibenzo[b,d]furan-4-yl-6,7,8,9-d4)-1,3,5-triazine C1(=CC=C(C=C1)C1=NC(=NC(=N1)Cl)C1=CC=CC2=C1OC1=C2C(=C(C(=C1[2H])[2H])[2H])[2H])C1=CC=CC=C1